O[C@H](CC(=O)N1CC2=C(N=C(NC2=O)C2(CC2)C2=CC=CC=C2)CC1)C1=CC=CC=C1 (R)-6-(3-hydroxy-3-phenylpropionyl)-2-(1-phenylcyclopropyl)-5,6,7,8-tetrahydropyrido[4,3-d]pyrimidin-4(3H)-one